4-[1-[(E)-4-cyclohexyl-3-trifluoromethyl-benzyloxy-imino]-ethyl]-2-ethyl-benzaldehyde C1(CCCCC1)C1=C(C=C(CO\N=C(/C)\C2=CC(=C(C=O)C=C2)CC)C=C1)C(F)(F)F